2-ethyl-9,10-bis(cyclohexylmethoxycarbonyleicosyleneoxy)anthracene C(C)C1=CC2=C(C3=CC=CC=C3C(=C2C=C1)OCCCCCCCCCCCCCCCCCCCCC(=O)OCC1CCCCC1)OCCCCCCCCCCCCCCCCCCCCC(=O)OCC1CCCCC1